1,2-Bis(methoxycarbonyloxy)ethane COC(=O)OCCOC(=O)OC